ClC=1C=C2C(C(=CN(C2=CC1N1[C@H](CCC1)COC1=NC=CC=C1Cl)C1=CN=C2C(=N1)COC2)C(=O)OCC)=O ethyl 6-chloro-7-[(2R)-2-[[(3-chloropyridin-2-yl)oxy]methyl]pyrrolidin-1-yl]-1-[5H,7H-furo[3,4-b]pyrazin-2-yl]-4-oxoquinoline-3-carboxylate